1,12-bis(trimethylsiloxy)dodecane C[Si](OCCCCCCCCCCCCO[Si](C)(C)C)(C)C